COC(=O)C1=C(C=NC=C1)NC[C@@H]1CCOC2=C1C=CC(=C2)N(C)C2=CC1=C(C=CO1)C=C2 3-({[(4R)-7-[(1-benzofuran-6-yl)(methyl)amino]-3,4-dihydro-2H-1-benzopyran-4-yl]methyl}amino)pyridine-4-carboxylic acid methyl ester